(S)-2-((2S,3R)-3-((tert-butoxycarbonyl)amino)-2-hydroxy-4-phenylbutanamido)-2-(2-fluoro-3-(trifluoromethyl)phenyl)acetic acid C(C)(C)(C)OC(=O)N[C@@H]([C@@H](C(=O)N[C@H](C(=O)O)C1=C(C(=CC=C1)C(F)(F)F)F)O)CC1=CC=CC=C1